NCC1=NNC(C2=CC=C(C=C12)C=1C=C2C(=NC1)NC=C2C2=C(C#N)C=CC=C2)=O 2-(5-(4-(aminomethyl)-1-oxo-1,2-dihydrophthalazin-6-yl)-1H-pyrrolo[2,3-b]pyridin-3-yl)benzonitrile